6-hydroxy-4-methoxybenzaldehyde OC1=CC(=CC=C1C=O)OC